C1(CC1)C1=C(C(=NO1)C1=C(C=CC=C1Cl)Cl)CO[C@H]1[C@@H]2CN([C@H](C1)C2)C2=CC=C(C=C2)CCP(O)(O)=O (2-[4-[(1S,4S,5R)-5-[[5-cyclopropyl-3-(2,6-dichlorophenyl)-1,2-oxazol-4-yl]methoxy]-2-azabicyclo[2.2.1]heptan-2-yl]phenyl]ethyl)phosphonic acid